methyl (2S)-2-[[(2S)-2-[(6-chloro-1H-indole-2-carbonyl)amino]-4,4-dimethyl-pentanoyl] amino]-3-[(3S)-2-oxo-3-piperidyl]propanoate ClC1=CC=C2C=C(NC2=C1)C(=O)N[C@H](C(=O)N[C@H](C(=O)OC)C[C@H]1C(NCCC1)=O)CC(C)(C)C